C12=NCCCCC(CC1)CC2 Azabicyclo(5.2.2)undecanen